C(C)N(C(C(COC)O)=O)CCN1CCC(CC1)C1=NOC2=C1C=CC(=C2)F N-ethyl-N-{2-[4-(6-fluoro-1,2-benzisoxazol-3-yl)piperidin-1-yl]ethyl}-2-hydroxy-3-methoxypropionamide